ClC1=CC=C2[C@@]3(C(NC2=C1)=O)C1(N([C@H]([C@@H]3C3=C(C(=CC=C3)Cl)F)C(=O)NC32CCC(CC3)(CC2)C(=O)O)CC)CCCCC1 4-((3'R,4'S,5'R)-6''-Chloro-4'-(3-chloro-2-fluorophenyl)-1'-ethyl-2''-oxodispiro[cyclohexane-1,2'-pyrrolidine-3',3''-indoline]-5'-carboxamido)bicyclo[2.2.2]octane-1-carboxylic Acid